N1C(CC2=C1C=CC=N2)=O 2-dihydropyrrolopyridinone